CC1=CC2=C3C=C(C=C(C3=C(N=C2C=C1)C(F)(F)F)C)C 2,7,9-trimethyl-6-trifluoromethylphenanthridine